OP(O)OP(O)O.C(CCCCCCCCCCCCCCCCC)C(O)C(CO)(CO)CO n-octadecyl-pentaerythritol diphosphite